dodecyldimethylphenyl-phosphorus bromide C(CCCCCCCCCCC)P(C1=CC=CC=C1)(C)(C)Br